3-Fluorooxetane FC1COC1